2-methyl-4-t-butylphenyl-zirconium CC1=C(C=CC(=C1)C(C)(C)C)[Zr]